COC1=NC2=CC=C(C=C2C=C1)C1=CN=CC(=N1)N1CC2(CN(C2)C(C)=O)C1 1-(6-(6-(2-methoxyquinolin-6-yl)pyrazin-2-yl)-2,6-diazaspiro[3.3]heptane-2-yl)ethan-1-one